COCCN1C2=C(OC3=C(C1=O)C=C(C=C3)NC(OCC)=O)C=CC=C2 ethyl (10-(2-methoxyethyl)-11-oxo-10,11-dihydrodibenzo[b,f][1,4]oxazepin-2-yl)carbamate